NC1=C(C=C(C=C1)C1=CC=C(C=C1)F)NC(C1=CC=C(C=C1)[S@@](=O)(=N)C)=O (R)-N-[2-amino-5-(4-fluorophenyl)phenyl]-4-(methylsulfonimidoyl)benzamide